BrC1=CN=C2N1COC1=C2C(=CC=N1)OC 3-Bromo-10-methoxy-5H-imidazo[1,2-c]pyrido[3,2-e][1,3]oxazine